C[Si](C(CCCCCCCN1CCN(CC1)C)[SiH2]CNCCC[Si](OC)(OC)C)(OC)OC 1-methyldimethoxysilyl-8-(4-methylpiperazin-1-yl)(methyldimethoxysilylpropylamino)methylsilyl-octane